tert-butyl 4-(2-(((3-chloropyrazin-2-yl)methyl)amino)-2-oxoethyl)piperazine-1-carboxylate ClC=1C(=NC=CN1)CNC(CN1CCN(CC1)C(=O)OC(C)(C)C)=O